1-(p-Vinylphenyl)-3,3-dimethyl-5,6-dichlorospiro[indolin-2,3'-[3H]-naphtho[2,1-b][1,4]oxazin] C(=C)C1=CC=C(C=C1)N1C2=CC(=C(C=C2C(C12C=NC1=C(O2)C=CC2=CC=CC=C21)(C)C)Cl)Cl